OC1(CCC(CC1)C#CC1=CN=C(C2=CC(=C(C=C12)C(=O)N)OC(C)C)OC[C@H]1NC(CC1)=O)C 4-(((1r,4S)-4-hydroxy-4-methylcyclohexyl)ethynyl)-7-isopropoxy-1-(((S)-5-oxopyrrolidin-2-yl)methoxy)isoquinoline-6-carboxamide